C(C)(C)(C)[C@H]1[C@@H](C1)C1=C(C=C(C=C1)[C@@]1(NC(N(C=C1C(C)C)C12CC(C1)(C2)C(=O)O)=O)C)Cl 3-{(S)-4-[4-((1R,2R)-2-tert-butyl-cyclopropyl)-3-chloro-phenyl]-5-isopropyl-4-methyl-2-oxo-3,4-dihydro-2H-pyrimidin-1-yl}bicyclo[1.1.1]pentane-1-carboxylic acid